NC1=NC2=C(C=3N1N=C(N3)C=3OC=CC3)SC(N2CCN2CCN(CC2)C2=C(C=C(OCC3=NNC(O3)=O)C=C2)F)=O 5-((4-(4-(2-(5-amino-8-(furan-2-yl)-2-oxothiazolo[5,4-e][1,2,4]triazolo[1,5-c]pyrimidin-3(2H)-yl)ethyl)piperazin-1-yl)-3-fluorophenoxy)methyl)-1,3,4-oxadiazol-2(3H)-one